((2-(3,3-dimethyl-2,3-dihydro-1H-pyrrolo[3,2-b]pyridine-1-carbonyl)-2,8-diazaspiro[4.5]decan-8-yl)methyl)-2,4-difluorobenzonitrile CC1(CN(C=2C1=NC=CC2)C(=O)N2CC1(CC2)CCN(CC1)CC=1C(=C(C#N)C=CC1F)F)C